COC1=CC=C(C=C1)CN(S(=O)(=O)C1=CC(=C(C=C1)NC1=NC=C(C=C1)OC(F)(F)F)C=1N=CN(C1)C)C N-[(4-methoxyphenyl)methyl]-N-methyl-3-(1-methylimidazol-4-yl)-4-[[5-(trifluoromethoxy)2-pyridyl]amino]benzenesulfonamide